cyano-N-(5-(4-methoxyphenyl)-1,3,4-thiadiazol-2-yl)acetamide C(#N)CC(=O)NC=1SC(=NN1)C1=CC=C(C=C1)OC